CIS-2-[1-[(1-Cyano-cyclobutyl)-methyl]-8-dimethylamino-2-oxo-8-phenyl-1,3-diazaspiro[4.5]decan-3-yl]-acetic acid C(#N)C1(CCC1)CN1C(N(CC12CCC(CC2)(C2=CC=CC=C2)N(C)C)CC(=O)O)=O